L-prolyl-L-alanyl-N1-(4-{[(N-{(2E,4S)-2,5-dimethyl-4-[methyl(N,β,β,1-tetramethyl-L-tryptophyl-3-methyl-L-valyl)amino]hex-2-enoyl}-L-α-glutamyl)oxy]methyl}phenyl)-L-aspartamide N1[C@@H](CCC1)C(=O)N[C@@H](C)C(=O)N[C@@H](CC(=O)N)C(=O)NC1=CC=C(C=C1)COC([C@@H](NC(\C(=C\[C@H](C(C)C)N(C([C@@H](NC([C@@H](NC)C(C1=CN(C2=CC=CC=C12)C)(C)C)=O)C(C)(C)C)=O)C)\C)=O)CCC(O)=O)=O